2-((4-fluoro-1-(2-fluorobenzyl)piperidin-4-yl)methyl)-5-(piperidin-4-yl)-2,3-dihydro-1H-inden-1-one FC1(CCN(CC1)CC1=C(C=CC=C1)F)CC1C(C2=CC=C(C=C2C1)C1CCNCC1)=O